O1C(=CC=C1)C=1C=C(C=CC1)C(C)N 1-(3-(furan-2-yl)phenyl)ethylamine